N-(1-(5-(3-cyano-6-(2-hydroxy-2-methylpropoxy)pyrazolo[1,5-a]pyridin-4-yl)pyridin-2-yl)-4-methylpiperidin-4-yl)-2,6-dimethylisonicotinamide C(#N)C=1C=NN2C1C(=CC(=C2)OCC(C)(C)O)C=2C=CC(=NC2)N2CCC(CC2)(C)NC(C2=CC(=NC(=C2)C)C)=O